COCCOC1=C(C2=CC=CC=C2C=C1)CC1=C(C=CC2=CC=CC=C12)OCCN 2-[(1-{[2-(2-methoxyethoxy)naphthalen-1-yl]methyl}naphthalen-2-yl)oxy]ethan-1-amine